CN(C(C)=O)C=1C=CC2=CN(N=C2C1)C=1C=C2C(=CN1)N(N=C2)CC(C(F)(F)F)(F)F N-methyl-N-[2-[1-(2,2,3,3,3-pentafluoropropyl)pyrazolo[3,4-c]pyridin-5-yl]indazol-6-yl]acetamide